(((azanediyl-di(ethane-2,1-diyl))di(azanediyl))di(3-methylbutan-1-yl-1-ylidene))di(5,5-dimethylcyclohexane-1,3-dione) N(CCNC(CC(C)C)=C1C(CC(CC1=O)(C)C)=O)CCNC(CC(C)C)=C1C(CC(CC1=O)(C)C)=O